2,8-dimethylimidazo[1,2-b]pyridazin-6-ylboronic acid CC=1N=C2N(N=C(C=C2C)B(O)O)C1